(R)-3-(2,6-dichloropyrimidin-4-yl)-10-methyl-9,10,11,12-tetrahydro-8H-[1,4]diazepino[5',6':4,5]thieno[3,2-f]quinolin-8-one ClC1=NC(=CC(=N1)C1=NC=2C=CC3=C(C2C=C1)C1=C(S3)C(N[C@@H](CN1)C)=O)Cl